COC=1C=C2[C@]3(C(NC2=CC1)=O)[C@@H](C3)C3=CC=C1C(=NNC1=C3)NC3=C(C(=NC=C3)N3CCOCC3)OC (1R,2S)-5'-methoxy-2-(3-{[3-methoxy-2-(morpholin-4-yl)pyridin-4-yl]amino}-1H-indazol-6-yl)-1'H-spiro[cyclopropan-1,3'-indol]-2'-one